CCCCCCCCCCCCCCCC(=O)OC[C@H](COP(=O)([O-])OCC[N+](C)(C)C)OC(=O)CCCCCCC/C=C\\CCCCCC The molecule is a phosphatidylcholine 32:1 in which the acyl groups at C-1 and C-2 are hexadecanoyl and (9Z)-hexadec-9-enoyl respectively. It has a role as a mouse metabolite. It is a phosphatidylcholine 32:1 and a 1-acyl-2-palmitoleoyl-sn-glycero-3-phosphocholine. It derives from a hexadecanoic acid and a palmitoleic acid.